CC1(C(CCC1)OC1=NC(=NC(=C1)C1=CC=CC=C1)NS(=O)(=O)C1=CC=CC=C1)C N-[4-(2,2-Dimethylcyclopentoxy)-6-phenyl-pyrimidin-2-yl]benzenesulfonamide